6-(1-methyl-6-oxo-1,6-dihydropyridine-3-Yl)-5-(5-Methylfuran-2-yl)pyrazine-2-carboxamide CN1C=C(C=CC1=O)C1=C(N=CC(=N1)C(=O)N)C=1OC(=CC1)C